FC1=C(C=C(C=C1)F)C1=CC=C(N=N1)NC1[C@H]2CN(C[C@@H]12)CC1=NC=CC=C1 (1s,5r)-N-[6-(2,5-difluorophenyl)pyridazin-3-yl]-3-(2-pyridylmethyl)-3-azabicyclo[3.1.0]hexane-6-amine